1-(2-(hexylthio)cyclohexyl)-1H-benzimidazole C(CCCCC)SC1C(CCCC1)N1C=NC2=C1C=CC=C2